ClC1=CC2=C(N=N1)N(C=C2)CC(=O)NC 2-{3-Chloro-7H-pyrrolo[2,3-c]pyridazin-7-yl}-N-methylacetamide